(1R,5S,6r)-6-(1-isopropyl-3-(2-(trifluoromethyl)pyrimidin-4-yl)-1H-pyrazol-5-yl)bicyclo[3.1.0]hexan-3-ol C(C)(C)N1N=C(C=C1C1[C@H]2CC(C[C@@H]12)O)C1=NC(=NC=C1)C(F)(F)F